2-(5-((5-(5-bromo-2-methylphenyl)-1,2,4-oxadiazol-3-yl)methoxy)-4-chloro-2-fluorophenyl)-4,5,6,7-tetrahydro-1H-isoindole-1,3(2H)-dione BrC=1C=CC(=C(C1)C1=NC(=NO1)COC=1C(=CC(=C(C1)N1C(C=2CCCCC2C1=O)=O)F)Cl)C